FC1=C(C=CC(=C1)F)CN1C(CCC1CC(=O)N1C(CCCCC1)C1=CC(=CC=C1)OC)=O 1-[(2,4-difluorophenyl)methyl]-5-[2-[2-(3-methoxyphenyl)azepan-1-yl]-2-oxoethyl]pyrrolidin-2-on